(1S)-1-(pyridin-2-yl)propan-1-amine N1=C(C=CC=C1)[C@H](CC)N